ClC=1C=CC2=C(N=C(O2)C2CC3(CC(C3)NC(=O)C=3OC(=CC3)S(=O)(=O)C(F)(F)F)C2)C1 N-[6-(5-chloro-1,3-benzoxazol-2-yl)spiro[3.3]heptan-2-yl]-5-(trifluoromethylsulfonyl)furan-2-carboxamide